(+/-)-4-(3-(2-chloro-5-(1H-pyrazol-5-yl)phenyl)-1,4-oxazepan-4-yl)-6-methyl-pyrimidin-2-amine ClC1=C(C=C(C=C1)C1=CC=NN1)[C@@H]1COCCCN1C1=NC(=NC(=C1)C)N |r|